NC1=C(C(=NC=N1)C(=O)N)C1=C(C(=CC=C1)Cl)Cl 6-amino-5-(2,3-dichlorophenyl)pyrimidine-4-carboxamide